CCCC(=O)OCOP(=O)(OCOC(=O)CCC)O[C@@H]1[C@@H]([C@@H]([C@H]([C@@H]([C@H]1O)OP(=O)(OCOC(=O)CCC)OCOC(=O)CCC)OP(=O)(OCOC(=O)CCC)OCOC(=O)CCC)O)O The molecule is a phosphatidylinositol trisphosphate that is 1D-myo-inositol 1,4,5-trisphosphate in which all all six phosphate hydrogens have been replaced by butyryloxymethyl groups. It is a cell-permeant analogue of inositol 1,4,5-trisphosphate and an agonist of the inositol 1,4,5-trisphosphate receptor. It has a role as an IP3 receptor agonist. It derives from a 1D-myo-inositol 1,4,5-trisphosphate.